NC(C(=O)O)CC1=CC=C(C=C1)C1=CC2=CC=CC=C2C=C1 2-amino-3-(4-naphthalen-2-yl-phenyl)-propionic acid